BrC1=C(C(=C(C=C1OCC)[C@@H](C)NS(=O)C(C)(C)C)Cl)OCC N-[(1R)-1-(4-bromo-2-chloro-3,5-diethoxyphenyl)ethyl]-2-methylpropane-2-sulfinamide